(3R,5'S)-5-chloro-1'-((S)-4-fluoro-4-methyl-2-(3-(trifluoromethoxy)benzamido)pentanoyl)-2-oxospiro[indoline-3,3'-pyrrolidine]-5'-carboxamide ClC=1C=C2C(=CC1)NC([C@@]21CN([C@@H](C1)C(=O)N)C([C@H](CC(C)(C)F)NC(C1=CC(=CC=C1)OC(F)(F)F)=O)=O)=O